C(C)N(CCN1N=C(C(=C1)NC1=NC=C(C(=N1)NCCCN1CCOCCC1=O)C(F)(F)F)C)CC 4-(3-((2-((1-(2-(diethylamino)ethyl)-3-methyl-1H-pyrazol-4-yl)amino)-5-(trifluoromethyl)pyrimidin-4-yl)amino)propyl)-1,4-oxazepan-5-one